NCC1(CC1)O 1-(Aminomethyl)cyclopropan-1-ol